2-(benzo[d][1,3]dioxol-5-yl)ethyl isocyanate O1COC2=C1C=CC(=C2)CCN=C=O